salicylic acid Magnesium [Mg].C(C=1C(O)=CC=CC1)(=O)O